ethyl 2-(2-(1,1-difluoroethyl)-8-isopropyl-5-oxopyrido[2,3-d]pyridazin-6(5H)-yl)acetate FC(C)(F)C=1C=CC2=C(C(=NN(C2=O)CC(=O)OCC)C(C)C)N1